FC=1C=C(C=CC1F)C1=NOC(=N1)C=1C=CC(N(C1)CC=1C=NC=CC1)=O 5-(3-(3,4-difluorophenyl)-1,2,4-oxadiazol-5-yl)-1-(pyridin-3-ylmethyl)pyridin-2(1H)-one